O1CC(C1)ON1N=CC=C1 (oxetan-3-yloxy)-1H-pyrazole